ClC=1C(N(N=C2C1NC(=C2)C)C2=CC1=CN(N=C1C=C2)C)=O 4-chloro-6-methyl-2-(2-methyl-2H-indazol-5-yl)-2H,3H,5H-pyrrolopyridazin-3-one